ClC=1C(=NC(=NC1)NC1CCOCC1)C1=CC=C2CN(C(C2=C1)=O)CC(=O)N[C@H](C(C)(C)O)C1=CC(=CC=C1)OC 2-(6-{5-chloro-2-[(oxan-4-yl)amino]pyrimidin-4-yl}-1-oxo-2,3-dihydro-1H-isoindol-2-yl)-N-[(1S)-2-hydroxy-1-(3-methoxyphenyl)-2-methylpropyl]acetamide